ClC1=CC=C(C=C1)C(=CC(=O)O)C1=C(C=CC(=C1)C)OC 3-(4-chlorophenyl)-3-(2-methoxy-5-methylphenyl)-acrylic acid